ClC1=CC(=CC=2N=C(OC21)C=2C(=C(C=CC2)C2=C(C(=CC=C2)SC2=NC=CC(=C2)C2CCN(CC2)C)Cl)C)CO (7-chloro-2-(2'-chloro-2-methyl-3'-((4-(1-methylpiperidin-4-yl)pyridin-2-yl)thio)-[1,1'-biphenyl]-3-yl)benzo[d]oxazol-5-yl)methanol